tert-butyldimethyl{1-[4-(4,4,5,5-tetramethyl-1,3,2-dioxaborolan-2-yl)phenyl]cyclopropoxy}silane C(C)(C)(C)[Si](OC1(CC1)C1=CC=C(C=C1)B1OC(C(O1)(C)C)(C)C)(C)C